BrC1=CC=C(C=C1)C1(COC1)N1CCCCC1 1-(3-(4-bromophenyl)oxetan-3-yl)piperidine